N[C@H]1CN(C[C@@H]1F)C1=C(C=NC(=C1C1=CC(=CC(=C1)F)F)C#N)C(=O)NC12CC(C1)C2 4-[(3S,4S)-3-amino-4-fluoropyrrolidin-1-yl]-N-{bicyclo[1.1.1]pentan-1-yl}-6-cyano-5-(3,5-difluorophenyl)pyridine-3-carboxamide